OC1=CC=C2CC(C(C2=C1)=O)=CC1=CC(=C(C(=C1)OC)O)OC 6-hydroxy-2-(4-hydroxy-3,5-dimethoxybenzylidene)-2,3-dihydro-1H-inden-1-one